bis(3,5-bis(trifluoromethyl)phenyl)(2,6-difluorophenyl)borane n-Tetradecyl-sulfat C(CCCCCCCCCCCCC)OS(=O)(=O)O.FC(C=1C=C(C=C(C1)C(F)(F)F)B(C1=C(C=CC=C1F)F)C1=CC(=CC(=C1)C(F)(F)F)C(F)(F)F)(F)F